benzyl (S)-(1-(isopropylamino)-1-oxopropan-2-yl)carbamate C(C)(C)NC([C@H](C)NC(OCC1=CC=CC=C1)=O)=O